O1COC2=C1C=CC(=C2)C=2C=C1CCN(C(C1=CC2)=O)C=2C=CC(=C(C2)NS(=O)(=O)C)OCOCCOC N-(5-(6-(benzo[d][1,3]dioxol-5-yl)-1-oxo-3,4-dihydroisoquinolin-2(1H)-yl)-2-((2-methoxyethoxy)methoxy)phenyl)methanesulfonamide